OC1=CN=CC2=CC(=CC=C12)OC1=CC=CC=C1 4-hydroxy-7-phenoxyl-isoquinoline